FC1=CC(=NC=N1)N1C(C2=C(CC1)NC=N2)C2=NN1C(C(=CC=C1)C)=C2 5-(6-fluoropyrimidin-4-yl)-4-(4-methylpyrazolo[1,5-a]pyridin-2-yl)-1,4,6,7-tetrahydroimidazo[4,5-c]pyridine